The molecule is a nine-membered branched glucosamine oligosaccharide made up from five glucose, two Kdo and two glucosamine residues bearing two phospho substituents. Corresponds to a truncated inner core part of Moraxella catarrhalis lipopolysaccharide (LPS). It is a glucosamine oligosaccharide and an oligosaccharide phosphate. C1[C@H]([C@H]([C@H](O[C@]1(C(=O)O)O[C@@H]2C[C@@](O[C@@H]([C@@H]2O[C@@H]3[C@@H]([C@@H]([C@H]([C@H](O3)CO[C@H]4[C@@H]([C@H]([C@@H]([C@H](O4)CO)O)O)O[C@@H]5[C@@H]([C@H]([C@@H]([C@H](O5)CO)O)O)O)O[C@H]6[C@@H]([C@H]([C@@H]([C@H](O6)CO)O)O)O)O[C@H]7[C@@H]([C@H]([C@@H]([C@H](O7)CO)O)O)O)O)[C@@H](CO)O)(C(=O)O)OC[C@@H]8[C@H]([C@@H]([C@H]([C@@H](O8)OC[C@@H]9[C@H]([C@@H]([C@H]([C@H](O9)OP(=O)(O)O)N)O)O)N)O)OP(=O)(O)O)[C@@H](CO)O)O)O